5-[2,3-difluoro-4-[3-methyl-1-[2-oxo-2-(tetrahydrofuran-3-ylamino)ethyl]pyrazol-4-yl]phenyl]-1-methyl-imidazole-2-carboxamide FC1=C(C=CC(=C1F)C=1C(=NN(C1)CC(NC1COCC1)=O)C)C1=CN=C(N1C)C(=O)N